Propyl-vinyl-piperidine C(CC)C1N(CCCC1)C=C